O1CCN(CC1)C1=CC(=NC=2N1N=C(C2)C(=O)N)N2N=C(C=C2)C=2C=C(C=CC2)C 7-morpholino-5-[3-(m-tolyl)pyrazol-1-yl]pyrazolo[1,5-a]pyrimidine-2-carboxamide